Cl.NC/C(/CN1N=C2N(C=CC(=C2)C2=CC(=CC=C2)C2=NNC=C2)C1=O)=C\F 2-[(2E)-2-(aminomethyl)-3-fluoroprop-2-en-1-yl]-7-[3-(1H-pyrazol-3-yl)phenyl][1,2,4]triazolo[4,3-a]pyridin-3(2H)-one hydrochloride